C(C)(C)(C)NC(=O)N1CC=2N(CC1)C(=C(C2C(=O)N)C2=CC=C(C=C2)OCC2CC2)C2CC2 N2-tert-butyl-6-cyclopropyl-7-[4-(cyclopropylmethoxy)phenyl]-3,4-dihydropyrrolo[1,2-a]pyrazine-2,8(1H)-dicarboxamide